5-{6-bromo-1H,2H,3H,4H-pyrido[2,3-d]pyrimidin-2-yl}-6-(methoxymethoxy)-2,7-dimethylindazole BrC1=CC2=C(NC(NC2)C2=CC3=CN(N=C3C(=C2OCOC)C)C)N=C1